CN(C1=CC=C(OC=2N=C(C3=C(N2)C=NC=C3)O)C=C1)[C@@H](C)C1=CC=CC=C1 2-[4-[methyl-[(1S)-1-phenylethyl]amino]phenoxy]pyrido[3,4-d]pyrimidin-4-ol